C(C)C1=NC2=CC=C(C(=C2CC1=O)F)CN1CCC(=CC1)C=1C(=NC(=CC1)C(=O)NC)F 1'-((2-ethyl-5-fluoro-3-oxo-3,4-dihydroquinolin-6-yl)methyl)-2-fluoro-N-methyl-1',2',3',6'-tetrahydro-[3,4'-bipyridine]-6-carboxamide